FC1(C(C1)C1=CC=CC=C1)F (2,2-difluorocyclopropyl)benzene